Methyl-dipropylphenol CC1=C(C(=C(C=C1)O)CCC)CCC